C1(CCCCC1)[C@@H](C(=O)O)NC(C(=O)C=1N(C(=C(C1C)C(NC1=CC(=C(C=C1)F)C)=O)C)C)=O (S)-2-cyclohexyl-2-(2-(4-((4-fluoro-3-methylphenyl)carbamoyl)-1,3,5-trimethyl-1H-pyrrol-2-yl)-2-oxoacetamido)acetic acid